FC=1C(=C(C=NC1)C1=NOC=N1)C(C1=CC=C(C=C1)S(=O)(=O)C(F)(F)F)OC 3-[5-fluoro-4-[methoxy-[4-(trifluoromethylsulfonyl)phenyl]methyl]-3-pyridyl]-1,2,4-oxadiazole